C=1N=CN2C1C1=CC=CC=C1[C@@H]2[C@H]2[C@H](CC2)O (1S,2S)-2-((S)-5H-imidazo[5,1-a]isoindol-5-yl)cyclobutan-1-ol